4-chloro-3-(methylthio)-2-phenyl-3a,8a-dihydrofuro[2,3-b]benzofuran ClC1=CC=CC2=C1C1C(O2)OC(=C1SC)C1=CC=CC=C1